BrC1=CC2=C(N=C(N=C2N[C@H](C#C)C2=C(C(=CC=C2)C(F)(F)F)C)C)N(C1=O)C (R)-6-bromo-2,8-dimethyl-4-((1-(2-methyl-3-(trifluoromethyl)phenyl)prop-2-yn-1-yl)amino)pyrido[2,3-d]pyrimidin-7(8H)-one